5-(acryloyloxy)methyl-1,3-oxathiolane-2-one C(C=C)(=O)OCC1CSC(O1)=O